NC1=NC(=NN1)CC(=O)O (5-amino-1H-1,2,4-triazole-3-yl)acetic acid